COC1=CC=C(C=C1)CN1N=C(C=2C1=NC(=NC2)NC=2C(=CC=1N(C2)N=CN1)C)C 1-[(4-methoxyphenyl)methyl]-3-methyl-N-[7-methyl-[1,2,4]triazolo[1,5-a]pyridin-6-yl]pyrazolo[3,4-d]pyrimidin-6-amine